[3,3-bis(4-diethylaminophenyl)phthalide-6-yl]Benzothiadiazole C(C)N(C1=CC=C(C=C1)C1(OC(=O)C2=CC(=CC=C12)C1=CC=CC2=C1N=NS2)C2=CC=C(C=C2)N(CC)CC)CC